Methyl 3-(4-(7-fluoro-3-methoxydibenzo[b,f][1,4]oxazepin-11-yl) piperazin-1-yl)-2,2-dimethylpropionate FC=1C=CC2=C(OC3=C(C(=N2)N2CCN(CC2)CC(C(=O)OC)(C)C)C=CC(=C3)OC)C1